6-chloro-4-oxo-N-[(3R,6S)-6-({[4-(trifluoromethyl)phenyl]methyl}carbamoyl)oxan-3-yl]-3,4-dihydro-2H-1-benzopyran-2-carboxamide ClC=1C=CC2=C(C(CC(O2)C(=O)N[C@H]2CO[C@@H](CC2)C(NCC2=CC=C(C=C2)C(F)(F)F)=O)=O)C1